5,5-difluoro-1-oxaspiro[2.3]hexane FC1(CC2(CO2)C1)F